5-(4-aminophenyl)-10,15,20-triphenyl-porphyrin Strontium [Sr].NC1=CC=C(C=C1)C=1C2=CC=C(N2)C(=C2C=CC(C(=C3C=CC(=C(C=4C=CC1N4)C4=CC=CC=C4)N3)C3=CC=CC=C3)=N2)C2=CC=CC=C2